C(C)(C)(C)OC(=O)NC1=C(C(=NN1C(C)C)C1=CC(=C(C(=C1)F)CC(=O)O)F)C#N 2-[4-[5-(tert-Butoxycarbonylamino)-4-cyano-1-isopropyl-pyrazol-3-yl]-2,6-difluoro-phenyl]acetic acid